C(C1=CC=CC=C1)OC(=O)N1[C@@H](CCC1)C(=O)C1=CNC2=CC=C(C=C12)F (2S)-2-(5-fluoro-1H-indole-3-carbonyl)pyrrolidine-1-carboxylic acid benzyl ester